Ethyl 2-(4-fluorophenyl)-2-oxoacetate FC1=CC=C(C=C1)C(C(=O)OCC)=O